OC1=C(C=C(C(=O)[O-])C=C1)C 4-hydroxy-3-methylbenzoate